C(O)CN.C(CC(O)(C(=O)O)CC(=O)O)(=O)O citric acid ethanolamine salt